4-fluoromethyl-5-methyl-1,3-dioxolan-2-one FCC1OC(OC1C)=O